O=C1N(CC2=CC(=CC=C12)C1=CC(=C2C(=N1)NC=N2)CN2CCCC2)C2C(NC(CC2)=O)=O 3-(1-oxo-5-(7-(pyrrolidin-1-ylmethyl)-3H-imidazo[4,5-b]pyridin-5-yl)isoindolin-2-yl)piperidine-2,6-dione